(R)-4-((2-(3-Aminopiperidin-1-yl)-1H-benzo[d]imidazol-1-yl)methyl)-N-methylbenzamid N[C@H]1CN(CCC1)C1=NC2=C(N1CC1=CC=C(C(=O)NC)C=C1)C=CC=C2